C(CCCCCCC\C=C/CCCCCCCC)(=O)OCC(O)CO (2S)-1-oleoyl-glycerol